N-nonyldodecane-1,12-diamine C(CCCCCCCC)NCCCCCCCCCCCCN